C1(=C(C=CC=C1)/C=C/C(=O)OCC)C ethyl (E)-3-(o-tolyl)acrylate